para-xylylenedicamphorsulfonic acid C1(=CC=C(C=C1)CC1C(C2(CCC1C2(C)C)CS(=O)(=O)O)=O)CC2C(C1(CCC2C1(C)C)CS(=O)(=O)O)=O